2,3-DICHLOROBENZYLISOCYANIDE ClC1=C(C[N+]#[C-])C=CC=C1Cl